FC=1C=C(C=NC1)CN(CCC1=CC=C(C=C1)NC(=O)C1=C(C=C(C(=C1)OC)OC)NC(=O)C=1OC2=CC=CC=C2C(C1)=O)CC=1C=C2C=NN(C2=CC1)C N-(2-((4-(2-(((5-Fluoropyridin-3-yl)methyl)((1-methyl-1H-indazol-5-yl)methyl)amino)ethyl)phenyl)carbamoyl)-4,5-dimethoxyphenyl)-4-oxo-4H-chromene-2-carboxamide